FC(C(=O)O)(F)F.FC=1C=C(C=CC1F)C=1C=C2C(=NC1)C=NN2CC=2C=NC(=NC2)C 6-(3,4-Difluorophenyl)-1-[(2-methylpyrimidin-5-yl)methyl]pyrazolo[4,3-b]pyridine trifluoroacetate salt